C1(=CC=C(C=C1)[Bi](C1=CC=C(C=C1)C)C1=CC=C(C=C1)C)C tri-para-tolylbismuth